ClC[C@H](COC1=C(C=C(C=C1Cl)S(=O)(=O)C1=CC=C(C=C1)OC[C@@H](CN1C=NC=C1)O)Cl)O (S)-1-chloro-3-(2,6-dichloro-4-((4-((R)-2-hydroxy-3-(1H-imidazol-1-yl)propoxy)phenyl)sulfonyl)phenoxy)propan-2-ol